1-(3-oxo-3-(3-(trifluoromethyl)-8,9-dihydropyrido[3',2':4,5]pyrrolo[1,2-a]pyrazin-7(6H)-yl)propoxy)propan O=C(CCOCCC)N1CC=2N(CC1)C1=C(C2)C=C(C=N1)C(F)(F)F